3-methyl-2-(4-(((R)-1-methylpiperidin-3-yl)amino)-5,7-dihydrofuro[3,4-d]pyridazin-1-yl)-5-(trifluoromethyl)phenol CC=1C(=C(C=C(C1)C(F)(F)F)O)C1=NN=C(C2=C1COC2)N[C@H]2CN(CCC2)C